(S)-2-((1-(1,3-dioxan-2-yl)ethyl)amino)-6-(3-((benzyloxy)methyl)-4-ethyl-5-oxo-4,5-dihydro-1H-1,2,4-triazol-1-yl)-N-(2-chloro-6-fluorophenyl)-5-fluoronicotinamide O1C(OCCC1)[C@H](C)NC1=C(C(=O)NC2=C(C=CC=C2F)Cl)C=C(C(=N1)N1N=C(N(C1=O)CC)COCC1=CC=CC=C1)F